oxo-2,3-dihydropyridazine-4-carbonyl chloride O=C1NN=CC=C1C(=O)Cl